2-(piperazin-1-ylmethyl)benzo[d]oxazole bis(trifluoroacetate) FC(C(=O)O)(F)F.FC(C(=O)O)(F)F.N1(CCNCC1)CC=1OC2=C(N1)C=CC=C2